S(=O)(=O)(ON1[C@@H]2C=C([C@H](N(C1=O)C2)C(NCCS(N)(=O)=O)=O)C)[O-].[Na+] sodium (2S,5R)-3-methyl-7-oxo-2-((2-sulfamoylethyl) carbamoyl)-1,6-diazabicyclo[3.2.1]oct-3-en-6-yl sulfate